CN1C=2N(CC[C@@H](C1=O)NC(=O)C=1N=C3N(N1)[C@H](CC3)C3=CC=CC=C3)N=CC2 (R)-N-((S)-4-Methyl-5-oxo-5,6,7,8-tetrahydro-4H-pyrazolo[1,5-a][1,3]diazepin-6-yl)-5-phenyl-6,7-dihydro-5H-pyrrolo[1,2-b][1,2,4]triazol-2-carboxamid